chloro-N5-(2-fluorophenyl)-N3-(6-methoxy-2-methyl-1,2,3,4-tetrahydroisoquinolin-7-yl)-1,2,4-triazine-3,5-diamine ClC1=C(N=C(N=N1)NC1=C(C=C2CCN(CC2=C1)C)OC)NC1=C(C=CC=C1)F